3,6,7-trimethyloct-4-enal CC(CC=O)C=CC(C(C)C)C